C(C)(C)(C)OC(=O)N1C(CCCC1)CCCC([2H])([2H])N (4-aminobutyl-4,4-d2)piperidine-1-carboxylic acid tert-butyl ester